[I-].C(CCCCCCCCC)OC(CCCCC\C=C/CCC[P+](C)(C)C)OCCCCCCCCCC (4Z)-11,11-didecyloxy-4-undecenyltrimethylphosphonium iodide